FC1=CC=C(C=C1)N=O 4-fluoronitrosyl-benzene